methyl (2S)-5,5-dimethyl-2-[[6-[3-(4-piperidyloxy)phenoxy]pyridine-3-carbonyl]amino]hexanoate CC(CC[C@@H](C(=O)OC)NC(=O)C=1C=NC(=CC1)OC1=CC(=CC=C1)OC1CCNCC1)(C)C